C(C)N[C@@H]1CN(CC1)C1=CC=C2C(=N1)SC(=C2)C(=O)NC=2C=C(C=1N(C2)C=C(N1)C)F 6-[(3S)-3-(ethylamino)pyrrolidin-1-yl]-N-(8-fluoro-2-methyl-imidazo[1,2-a]pyridin-6-yl)thieno[2,3-b]pyridin-2-carboxamide